(R)-3-(1'-(3-(1-(oxetan-3-yl)-1H-pyrazol-4-yl)benzyl)-6-oxo-6,8-dihydro-2H,7H-spiro[furo[2,3-e]isoindol-3,4'-piperidin]-7-yl)piperidine-2,6-dione O1CC(C1)N1N=CC(=C1)C=1C=C(CN2CCC3(CC2)COC2=C4CN(C(C4=CC=C23)=O)[C@H]2C(NC(CC2)=O)=O)C=CC1